allyl-dimethylphenylsilane C(C=C)[Si](C1=CC=CC=C1)(C)C